1-acetyl-4-piperidinic acid C(C)(=O)N1CCC(CC1)C(=O)O